C(C)OC(=O)[C@H]1CN(CC[C@@H]1NC(=O)OCC1=CC=CC=C1)C(=O)OC(C)(C)C (3S,4S)-4-(((Phenylmethoxy)carbonyl)amino)piperidine-1,3-dicarboxylic acid 1-(tert-butyl) ester 3-ethyl ester